((((6-(2,2'-dichloro-3'-(pyrido[3,2-d]pyrimidin-4-ylamino)-[1,1'-biphenyl]-3-yl)-2-methoxypyridin-3-yl)methyl)amino)methyl)pyrrolidin-2-one ClC1=C(C=CC=C1C1=CC=C(C(=N1)OC)CNCN1C(CCC1)=O)C1=C(C(=CC=C1)NC=1C2=C(N=CN1)C=CC=N2)Cl